CN1C=CC2=CC(=CC=C12)C1=NNC(O1)=O 5-(1-methylindol-5-yl)-3H-1,3,4-oxadiazol-2-one